1-(4'-(3-methoxypropyl)-[1,1'-biphenyl]-4-yl)cyclopropanecarboxylic acid COCCCC1=CC=C(C=C1)C1=CC=C(C=C1)C1(CC1)C(=O)O